3-(5-(difluoromethyl)-1,3,4-thiadiazol-2-yl)-8-((3R,5R)-3,5-dimethylpiperazin-1-yl)-N-(3-methyloxetan-3-yl)imidazo[1,5-a]pyridine-6-sulfonamide FC(C1=NN=C(S1)C1=NC=C2N1C=C(C=C2N2C[C@H](N[C@@H](C2)C)C)S(=O)(=O)NC2(COC2)C)F